C(C)(C)(C)NC([C@@H](C=1C=NC=CC1)N(C(=O)C=1OC=CC1)C1=CC=C(C=C1)C(C)(C)C)=O N-[(1R)-2-(tert-butylamino)-2-oxo-1-(pyridin-3-yl)ethyl]-N-(4-tert-butylphenyl)furan-2-carboxamide